(3-(1-amino-1,3-dihydrospiro[inden-2,4'-piperidin]-1'-yl)-6-(2-(2-amino-3-chloropyridin-4-yl)-2-fluorovinyl)pyrazin-2-yl)methanol NC1C2=CC=CC=C2CC12CCN(CC2)C=2C(=NC(=CN2)C=C(F)C2=C(C(=NC=C2)N)Cl)CO